CN(S(=O)(=O)C1=CC=C(C=C1)S(=O)(=O)NC1=C(C=CC=C1)N1CCC(CC1)COC(CF)(F)F)C N1,N1-dimethyl-N4-(2-{4-[(1,1,2-trifluoroethoxy)methyl]piperidin-1-yl}phenyl)benzene-1,4-disulfonamide